C(C1=CC=CC=C1)N1CCN(CC1)C1C(N(C1)C1=CC(=NC(=C1C#N)C(F)(F)F)N1CCC(CC1)C1=C(C=NN1C)C)COC 4-(3-(4-benzylpiperazin-1-yl)-2-(methoxymethyl)azetidin-1-yl)-6-(4-(1,4-dimethyl-1H-pyrazol-5-yl)piperidin-1-yl)-2-(trifluoromethyl)nicotinonitrile